C1(CCC1)C=1C(=NN(C1N)C)CC1CC(C1)(F)F 4-cyclobutyl-3-((3,3-difluorocyclobutyl)methyl)-1-methyl-1H-pyrazol-5-amine